FC(C1=NN=C(O1)C1=CC=C(CN2C(N(C3=C2C=C(C(=C3)F)F)C3CCN(CC3)C)=O)C=C1)F 1-(4-(5-(difluoromethyl)-1,3,4-oxadiazol-2-yl)benzyl)-5,6-difluoro-3-(1-methylpiperidin-4-yl)-1,3-dihydro-2H-benzo[d]imidazol-2-one